FC1(CCN(CC1)C1=NC(=CC(=C1)C=1C=NN(C1)C1=C(C=C(C=C1)NS(=O)(=O)CCO)N1CCC(CC1)(C)F)C)F N-(4-(4-(2-(4,4-difluoropiperidin-1-yl)-6-methylpyridin-4-yl)-1H-pyrazol-1-yl)-3-(4-fluoro-4-methylpiperidin-1-yl)phenyl)-2-hydroxyethanesulfonamide